NC=1N=NC(=CC1N1CC2(CN(C2)C(C)=O)C1)Cl 1-(6-(3-amino-6-chloropyridazin-4-yl)-2,6-diazaspiro[3.3]heptan-2-yl)ethan-1-one